COC1=C(C(=C(C(=C1C)C)CC)CC)CCCCCCCCC trimethyl-diethyl-nonylphenol